7-((2-fluoro-5-(1-methyl-1H-1,2,4-triazol-3-yl)-4-(trifluoromethyl)phenyl)carbamoyl)-5-methyl-7-azabicyclo[4.1.1]octane-1-carboxylic acid FC1=C(C=C(C(=C1)C(F)(F)F)C1=NN(C=N1)C)NC(=O)N1C2C(CCCC1(C2)C(=O)O)C